4-chloro-1,3-phenylenediamine ClC1=C(C=C(C=C1)N)N